N-((4-Fluoro-2,6-Diisopropylphenyl)carbamoyl)-2,4,6-trimethylpiperidin-1-sulfonamid FC1=CC(=C(C(=C1)C(C)C)NC(=O)NS(=O)(=O)N1C(CC(CC1C)C)C)C(C)C